tert-butyl 4-(6-(4-(4-isopropylpiperazin-1-yl)phenyl)-1-methyl-2-(tetrahydro-2H-pyran-4-yl)-1H-benzo[d]imidazol-4-yl)-3,6-dihydropyridine-1(2H)-carboxylate C(C)(C)N1CCN(CC1)C1=CC=C(C=C1)C=1C=C(C2=C(N(C(=N2)C2CCOCC2)C)C1)C=1CCN(CC1)C(=O)OC(C)(C)C